glycidyloxypropyl-(dimethoxy)methylsilane C(C1CO1)OCCC[SiH2]C(OC)OC